N1(CCCCC1)CC1=CC=C(O1)C=1C=C2C(=NN(C2=CC1)C1OCCCC1)C(=O)NC1=CC=NC=C1 5-(5-(Piperidin-1-ylmethyl)furan-2-yl)-N-(pyridin-4-yl)-1-(tetrahydro-2H-pyran-2-yl)-1H-indazole-3-carboxamide